C(N)(OC=1C=NC=C(C1)C1=NC=CC=N1)=O [5-(pyrimidin-2-yl) pyridin-3-yl] carbamate